N1(CCCC1)CCNC(=O)C1=CC2=C(N3C=4C=CC=CC4N=C13)N=C(C=C2)N2CCN(CCC2)C 2-(4-Methyl-[1,4]diazepan-1-yl)-1,7,11b-triaza-benzo[c]fluorene-6-carboxylic acid (2-pyrrolidin-1-yl-ethyl)-amid